allylchloro[1,3-bis(2,4,5-trimethylphenyl)imidazol-2-ylidene]palladium (II) C(C=C)[Pd-2](=C1N(C=CN1C1=C(C=C(C(=C1)C)C)C)C1=C(C=C(C(=C1)C)C)C)Cl